4-((dichloroamino)sulfonyl)benzoic acid ClN(S(=O)(=O)C1=CC=C(C(=O)O)C=C1)Cl